C1(CC1)N1C=C(C(C2=CC(=C(C(=C12)OC)N1CC(N(CC1)CC(=O)NC1=CC(=C(C=C1)C(=O)OC)O)C)F)=O)C(=O)O 1-Cyclopropyl-6-fluoro-7-(4-(2-((3-hydroxy-4-(methoxycarbonyl)phenyl)amino)-2-oxoeth-yl)-3-methylpiperazin-1-yl)-8-methoxy-4-oxo-1,4-dihydroquinoline-3-carboxylic acid